1-(4-tert-butylphenyl)-4-[4-(diphenylmethoxy)-1-piperidyl]1-butanone C(C)(C)(C)C1=CC=C(C=C1)C(CCCN1CCC(CC1)OC(C1=CC=CC=C1)C1=CC=CC=C1)=O